6-fluoro-1-methylindoline FC1=CC=C2CCN(C2=C1)C